tert-butyl 2-(2-((1-(methylsulfonyl) piperidin-4-yl) amino) quinazolin-8-yl)-2,6-diazaspiro[3.4]octane-6-carboxylate CS(=O)(=O)N1CCC(CC1)NC1=NC2=C(C=CC=C2C=N1)N1CC2(C1)CN(CC2)C(=O)OC(C)(C)C